C1(CC1)C=1N=CN(C1)C=1C(=CC(=C(C(=O)NC2=NC(=CC=C2)C2=NN=NN2C(C)C)C1)F)C 5-(4-cyclopropyl-1H-imidazol-1-yl)-2-fluoro-N-(6-(1-isopropyl-1H-tetrazol-5-yl)pyridin-2-yl)-4-methylbenzamide